5-fluoro-1-(6-fluoro-5-(pyridin-2-yl)-2,3-dihydrobenzofuran-2-carbonyl)-3-methylindoline-6-sulfonamide FC=1C=C2C(CN(C2=CC1S(=O)(=O)N)C(=O)C1OC2=C(C1)C=C(C(=C2)F)C2=NC=CC=C2)C